CC(C(C)C)(F)OC(C(C)C)(C)F methylfluoroisobutyl ether